N1N=C(C(=C1)C(=O)C1=CC=C(C=C1)F)C(=O)C1=CC=C(C=C1)F pyrazole-3,4-diyl-bis((4-fluorophenyl)methanone)